(3R,4R)-1-[(3R)-7-(ethylamino)-5-fluoro-3-methyl-2-oxo-indolin-3-yl]-N,4-diphenyl-piperidine-3-carboxamide C(C)NC=1C=C(C=C2[C@@](C(NC12)=O)(C)N1C[C@@H]([C@@H](CC1)C1=CC=CC=C1)C(=O)NC1=CC=CC=C1)F